C(C)(=O)OCCCN N-3-acetoxypropyl-amine